(4S)-1-[(2R)-2-amino-3-hydroxypropyl]-4-(2,3-dichloro-6-hydroxyphenyl)pyrrolidin-2-one N[C@H](CN1C(C[C@H](C1)C1=C(C(=CC=C1O)Cl)Cl)=O)CO